BrC=1C(=C(OC=2C(N(C=NC2C(C)O)CC2=CC=C(C=C2)OC)=O)C=C(C1)C(F)F)OC 5-(3-bromo-5-(difluoromethyl)-2-methoxyphenoxy)-6-(1-hydroxyethyl)-3-(4-methoxybenzyl)pyrimidin-4(3H)-one